Hydrogensulfit S(=O)(O)[O-]